6-bromo-2,3-dichloroquinoxaline BrC=1C=C2N=C(C(=NC2=CC1)Cl)Cl